ethyl 4-(3-oxobenzo[d]isothiazol-2(3H)-yl)benzoate O=C1N(SC2=C1C=CC=C2)C2=CC=C(C(=O)OCC)C=C2